C(C)(=O)N[C@@H]1[C@H](C[C@](C(=O)OC)(OC(C)=O)O[C@H]1[C@H](OC(C)=O)[C@H](OC(C)=O)COC(C)=O)OC(C)=O Methyl 5-acetamido-2,4,7,8,9-penta-O-acetyl-3,5-dideoxy-D-glycero-β-D-galacto-2-nonulopyranosonate